NC1=NC(=C(C=2N1C(N(N2)CC=2N=C(OC2C)C)=O)C2=CC(=NC(=C2)C)CO)C2=CC=C(C=C2)F 5-amino-2-[(2,5-dimethyloxazol-4-yl)methyl]-7-(4-fluorophenyl)-8-[2-(hydroxymethyl)-6-methyl-4-pyridinyl]-[1,2,4]triazolo[4,3-c]pyrimidin-3-one